ClC=1N=C(N2C1C(=CC(=C2)S(=O)(=O)NC2(COC2)C)N2CC(NCC2)COC([2H])([2H])[2H])C=2SC(=NN2)C(F)F 1-Chloro-3-(5-(difluoromethyl)-1,3,4-thiadiazol-2-yl)-8-(3-((methoxy-d3)methyl)piperazin-1-yl)-N-(3-methyloxetan-3-yl)imidazo[1,5-a]pyridine-6-sulfonamide